NC1=NC=2C=CC(=CC2C2=C1COC2)C(=O)N(C)CC2=NC=C(C=C2)C2CC2 4-amino-N-((5-cyclopropyl-2-pyridinyl)methyl)-N-methyl-1,3-dihydrofuro[3,4-c]quinoline-8-carboxamide